FC=1C=C(C=C(C1)C=1N(N=CC1)C)C[C@@H]1CC[C@H](CC1)C(=O)N1OCC[C@H]1C1=NC=CN=C1 trans-[4-[[3-fluoro-5-(2-methylpyrazol-3-yl)phenyl]methyl]cyclohexyl]-[(3S)-3-pyrazin-2-ylisoxazolidin-2-yl]methanone